[NH4+].CCC(C)C 1,2-dimethyl-propane ammonium